tert-butyl (3R,4R)-4-{3-[3,5-bis(trifluoromethyl)benzyl]-2-oxoimidazolidin-1-yl}3-(3,4-dichlorophenyl)piperidine-1-carboxylate FC(C=1C=C(CN2C(N(CC2)[C@H]2[C@@H](CN(CC2)C(=O)OC(C)(C)C)C2=CC(=C(C=C2)Cl)Cl)=O)C=C(C1)C(F)(F)F)(F)F